5beta-cholestan-3alpha,4alpha,11beta,12beta,21-pentol CC(C)CCC[C@@H](CO)[C@H]1CC[C@H]2[C@@H]3CC[C@@H]4[C@@H]([C@@H](CC[C@]4(C)[C@H]3[C@H]([C@H]([C@]12C)O)O)O)O